C(C(C)C)N1N=CC(=C1)C=1C(=NC(=NC1)NC1=CC(=CC(=C1)C(F)(F)F)OC)NC1=CC=C2CCNCC2=C1 (1-isobutyl-1H-pyrazol-4-yl)-N2-(3-methoxy-5-(trifluoromethyl)phenyl)-N4-(1,2,3,4-tetrahydroisoquinolin-7-yl)pyrimidine-2,4-diamine